C1(CCCCC1)[C@@H](C(=C=O)NC=1SC(=CN1)C(CCOC)N1C(N[C@@H](C1)C(F)(F)F)=C=O)NC(=O)C1=CC=NN1C(C)C N-((1S)-1-cyclohexyl-2-((5-(3-methoxy-1-((S)-2-carbonyl-4-(trifluoromethyl)imidazolidin-1-yl)propyl)thiazol-2-yl)amino)-2-carbonylethyl)-1-isopropyl-1H-pyrazole-5-carboxamide